[O-2].[K+].[K+] Potassium Oxid